3-fluoro-1-[((3S)-3-methyl-6-propoxy-3,4-dihydronaphthalen-2-yl)methyl]Azetidine-3-carboxylic acid FC1(CN(C1)CC1=CC2=CC=C(C=C2C[C@@H]1C)OCCC)C(=O)O